C(C)(=O)OC(CC(C)O)C methyl-1,3-butanediol acetate